N-methyl-2-(pyridine-4-yl)ethan-1-amine CNCCC1=CC=NC=C1